FC=1C=C(CC2=NC=CC(=C2)NN)C=C(C1)C(F)(F)F (3-fluoro-5-(trifluoromethyl)benzyl)-4-hydrazinopyridine